triphenyl-phosphonium tetrakis(pentafluorophenyl)borate FC1=C(C(=C(C(=C1[B-](C1=C(C(=C(C(=C1F)F)F)F)F)(C1=C(C(=C(C(=C1F)F)F)F)F)C1=C(C(=C(C(=C1F)F)F)F)F)F)F)F)F.C1(=CC=CC=C1)[PH+](C1=CC=CC=C1)C1=CC=CC=C1